urea ammonium salt [NH4+].NC(=O)N